(S)-6-(1-amino-1,3-dihydrospiro[indene-2,4'-piperidin]-1'-yl)-3-(2,3-dichlorophenyl)-1H-pyrazolo[3,4-d]pyrimidine-4-carboxamide N[C@@H]1C2=CC=CC=C2CC12CCN(CC2)C2=NC(=C1C(=N2)NN=C1C1=C(C(=CC=C1)Cl)Cl)C(=O)N